N-Methoxypropylglucamin COCCCNC[C@H](O)[C@@H](O)[C@H](O)[C@H](O)CO